9-(1-Prop-2-enoyl-3,6-dihydro-2H-pyridin-5-yl)-1,3,4,5-tetrahydrothiopyrano[4,3-b]Indole-6-carboxamide C(C=C)(=O)N1CCC=C(C1)C1=C2C3=C(NC2=C(C=C1)C(=O)N)CCSC3